(4-fluorophenyl)-[7-(4-fluorophenyl)-1,3,4,6,7,8,9,9a-octahydropyrido[1,2-a]pyrazin-2-yl]methanone FC1=CC=C(C=C1)C(=O)N1CC2N(CC1)CC(CC2)C2=CC=C(C=C2)F